2-(2-iodopropyl)-1,3-dioxolane IC(CC1OCCO1)C